FC(N1C(C(=CC=C1)NC(=O)C=1C(=CC=2N(C1)C=C(N2)C21COC(C2)(C1)C)OC1COC(C1)(C)C)=O)F N-(1-(difluoromethyl)-2-oxo-1,2-dihydropyridin-3-yl)-7-((5,5-dimethyltetrahydrofuran-3-yl)oxy)-2-(1-methyl-2-oxabicyclo[2.1.1]hexan-4-yl)imidazo[1,2-a]pyridine-6-carboxamide